CC1(CN(CCC1)C1=NC(=NC=C1)C1=CN=C2N1C=C(C=C2)C(F)(F)F)C(=O)N 3-methyl-1-(2-(6-(trifluoromethyl)imidazo[1,2-a]pyridin-3-yl)pyrimidin-4-yl)piperidine-3-carboxamide